OCCCOCC#CC1=CC2=C(N(C(N2C)=O)C2C(NC(CC2)=O)=O)C=C1 3-[5-[3-(3-Hydroxypropoxy)prop-1-ynyl]-3-methyl-2-oxo-benzimidazol-1-yl]piperidine-2,6-dione